ClC=1N=C(C2=C(N1)N(C=C2)S(=O)(=O)C2=CC=C(C)C=C2)C=2C(=NN(C2)C)C 2-chloro-4-(1,3-dimethyl-1H-pyrazol-4-yl)-7-tosyl-7H-pyrrolo[2,3-d]pyrimidine